CC=1NC(C=CC1N1CN(C2=CC(=CC=C2C1=O)C(F)(F)F)[C@@H]1[C@H](CCCC1)C)=O 3-(2-methyl-6-oxo-1,6-dihydropyridin-3-yl)-1-((1S,2S)-2-methylcyclohexyl)-7-(trifluoromethyl)-2,3-dihydroquinazolin-4(1H)-one